C(C)(C)(C)OC(N[C@@H]1CC[C@H](CC1)OC=1C=CC2=C(CC(C=3C(=NC=NC23)N)(C)C)C1N(C)CCNS(=O)(=O)C)=O N-[trans-4-[[4-amino-7-[2-(methanesulfonamido)ethyl-methyl-amino]-5,5-dimethyl-6H-benzo[H]quinazolin-8-yl]oxy]cyclohexyl]carbamic acid tert-butyl ester